C(C)(C)(C)C1=C(C=C(C=C1)CC(=O)NC1=CC(=NC=C1)C(=O)NC1[C@H](CCCC1)O)O 4-[[2-(4-tert-butyl-3-hydroxy-phenyl)acetyl]amino]-N-[(2S)-2-hydroxycyclohexyl]pyridine-2-carboxamide